C12(CC3CC(CC(C1)C3)C2)C=2C=C(C=CC2OC)C=2C=C3C=CC(=CC3=CC2)CNC2=CC=CC=C2 N-((6-(3-((3r,5r,7r)-adamantan-1-yl)-4-methoxyphenyl)naphthalen-2-yl)methyl)aniline